COC1=NC=CC(=C1)C1=C(C2=C(S1)CCC2)NC(=O)NS(=O)(=O)C2=NN1C(CN3CCC1CC3)=C2 N-((2-(2-methoxypyridin-4-yl)-5,6-dihydro-4H-cyclopenta[b]thiophen-3-yl)carbamoyl)-7,8-dihydro-4H,6H-5,8-ethanopyrazolo[1,5-a][1,4]diazepine-2-sulfonamide